Bis[2-(1-methylpyrrolidinium-1-yl) ethyl] carbonate C(OCC[N+]1(CCCC1)C)(OCC[N+]1(CCCC1)C)=O